ethyl 2-(3-hydroxy-1,2-oxazol-5-yl)-3-methylbutanoate OC1=NOC(=C1)C(C(=O)OCC)C(C)C